C(=O)O.FC=1C=C(C=CC1OC)C1(OC2=C(O1)C=CC=C2C2CCN(CC2)CC2=NC1=C(N2CCOC)C=C(C=C1)C(=O)O)C 2-({4-[2-(3-fluoro-4-methoxyphenyl)-2-methyl-1,3-benzodioxol-4-yl]piperidin-1-yl}methyl)-1-(2-methoxyethyl)-1H-benzimidazole-6-carboxylic acid, formate salt